N1(CCCCC1)C1CCNCC1 [1,4']Bipiperidine